(1R,4S,5S,8R)-2-benzyl-8-((t-butoxycarbonyl) amino)-2-azabicyclo[3.2.1]Oct-4-yl methanesulfonate CS(=O)(=O)O[C@@H]1CN([C@@H]2CC[C@H]1[C@H]2NC(=O)OC(C)(C)C)CC2=CC=CC=C2